ClC1=CC=C(C=C1)C=1C=C(C(N(N1)C1=CSC(=C1)Cl)=O)C(=O)NCC(C)(C)O 6-(4-Chlorophenyl)-2-(5-chloro-3-thienyl)-N-(2-hydroxy-2-methylpropyl)-3-oxo-2,3-dihydropyridazine-4-carboxamide